N-[6-[[5-bromo-2-[5-ethyl-2-methoxy-4-(4-piperazin-1-yl-1-piperidyl)anilino]pyrimidin-4-yl]amino]quinoxalin-5-yl]methanesulfonamide BrC=1C(=NC(=NC1)NC1=C(C=C(C(=C1)CC)N1CCC(CC1)N1CCNCC1)OC)NC=1C(=C2N=CC=NC2=CC1)NS(=O)(=O)C